rac-(8,8-Difluoro-1,4-dioxaspiro[4.5]decan-7-yl)methanamine Palladium [Pd].FC1([C@H](CC2(OCCO2)CC1)CN)F |r|